6-bromo-2-(4-hydroxybenzyl)isoindolin-1-one tert-butyl-(5-(2-(1-(2-hydroxyethyl)-1H-pyrazol-4-yl)pyrazolo[5,1-b]thiazole-7-carboxamido)-6-methylpyridin-3-yl)carbamate C(C)(C)(C)N(C(O)=O)C=1C=NC(=C(C1)NC(=O)C=1C=NN2C1SC(=C2)C=2C=NN(C2)CCO)C.BrC2=CC=C1CN(C(C1=C2)=O)CC2=CC=C(C=C2)O